[As](O)(O)(O)=O.[S].[Re] rhenium sulphur arsenic acid